C(C)(C)(C)C(C(OC(NCCOCCOCCNC(CC[C@H](NC(N[C@@H](CCC(=O)O)C(=O)O)=O)C(=O)O)=O)=O)(C)C)(C(C)(C)C)C(C)(C)C tri-tert-butyl-(18S,22S)-2,2-dimethyl-4,15,20-trioxo-3,8,11-trioxa-5,14,19,21-tetraazatetracosane-18,22,24-tricarboxylic acid